C(C)(C)(C)OC(=O)N1C(CCC2=CC=C(N=C12)Cl)C 7-chloro-2-methyl-3,4-dihydro-1,8-naphthyridine-1(2H)-carboxylic acid tert-butyl ester